(5-(1-(4-chloro-2-fluorophenyl)-1,2,3,6-tetrahydropyridin-4-yl)-1,3-dimethyl-1H-pyrazol-4-yl)-N4,N4-dimethylbenzene-1,4-disulfonamide ClC1=CC(=C(C=C1)N1CCC(=CC1)C1=C(C(=NN1C)C)C1=C(C=CC(=C1)S(=O)(=O)N(C)C)S(=O)(=O)N)F